{2-[(9R)-9-(4-fluorophenyl)-6-oxaspiro[4.5]decan-9-yl]ethyl}({[4-(trifluoromethyl)pyridin-3-yl]methyl})amine FC1=CC=C(C=C1)[C@@]1(CCOC2(CCCC2)C1)CCNCC=1C=NC=CC1C(F)(F)F